N-((1R)-3-cyano-3-azabicyclo[3.1.0]hexan-1-yl)-5-(4-((4-fluorophenyl)amino)pyridin-3-yl)thiazole-2-carboxamide C(#N)N1C[C@]2(CC2C1)NC(=O)C=1SC(=CN1)C=1C=NC=CC1NC1=CC=C(C=C1)F